ClC1=C(CN2N=CC=C2)C=CC=C1 1-(2-chlorobenzyl)-1H-pyrazol